1-benzyl-N-{4-[3-(4-methylphenyl)-1,2,4-oxadiazol-5-yl]Phenyl}-5-oxopyrrolidine-3-carboxamide C(C1=CC=CC=C1)N1CC(CC1=O)C(=O)NC1=CC=C(C=C1)C1=NC(=NO1)C1=CC=C(C=C1)C